7-bromo-9,9-dimethyl-N,N-diphenyl-9H-fluoren-2-amine BrC1=CC=C2C=3C=CC(=CC3C(C2=C1)(C)C)N(C1=CC=CC=C1)C1=CC=CC=C1